(E)-1-ethyl-4-methoxy-5-(2-nitrobut-1-en-1-yl)-2-pentylbenzene C(C)C1=C(C=C(C(=C1)\C=C(/CC)\[N+](=O)[O-])OC)CCCCC